(R)-4-(3-(3-Aminoazepan-1-carbonyl)-1-(2-chloro-4-cyclopropylphenyl)-1H-pyrazol-5-yl)-2-fluorobenzonitril N[C@H]1CN(CCCC1)C(=O)C1=NN(C(=C1)C1=CC(=C(C#N)C=C1)F)C1=C(C=C(C=C1)C1CC1)Cl